N1(NCCCCCC1)C1CCCCCCC1 diazabicyclooctyl